N-hexadecyl-N,N-bis(2-hydroxyethyl)-N-methyl-ammonium bromide [Br-].C(CCCCCCCCCCCCCCC)[N+](C)(CCO)CCO